C(C(C)C)[C@H]1C[C@@H]2[C@H]([C@H](NC2)C(=O)N[C@@H]2[C@@H](\C=C/CCCCS[C@@H]3[C@@H]([C@H]([C@H]([C@@H]2O3)O)O)O)C)OCC1 (4S,5aS,8S,8aR)-4-isobutyl-N-((1R,9R,10R,11R,12R,13S,14R,Z)-12,13,14-trihydroxy-9-methyl-15-oxa-2-thiabicyclo[9.3.1]pentadec-7-en-10-yl)octahydro-2H-oxepino[2,3-c]pyrrole-8-carboxamide